[O-2].[Gd+3].[O-2].[O-2].[Gd+3] Gadolinium-Oxid